2,6-Bis-[4-hydroxyphenyl-methyl]-4-methylphenol OC1=CC=C(C=C1)CC1=C(C(=CC(=C1)C)CC1=CC=C(C=C1)O)O